N-{(4aR,6R)-5,5-difluoro-2-[6-methoxy-4-(2,4,6-trifluorophenyl)[1,2]oxazolo[5,4-b]pyridin-3-yl]-1-oxooctahydropyrrolo[1,2-c]pyrimidin-6-yl}ethanesulfonamide FC1([C@@H](CN2C(N(CC[C@@H]21)C2=NOC1=NC(=CC(=C12)C1=C(C=C(C=C1F)F)F)OC)=O)NS(=O)(=O)CC)F